(4s,5s,6r,12as)-4-(dimethylamino)-3,5,10,12,12a-pentahydroxy-6-methyl-1,11-dioxo-9-(tetradecylamino)-4a,5,5a,6-tetrahydro-4H-tetracene-2-carboxamide CN([C@@H]1C(=C(C([C@]2(C(=C3C(C4=C(C(=CC=C4[C@@H](C3[C@@H](C12)O)C)NCCCCCCCCCCCCCC)O)=O)O)O)=O)C(=O)N)O)C